[Si](C)(C)(C(C)(C)C)OC1=C2C(=CNC2=CC=C1)CCN(C)C 2-(4-((tert-Butyldimethylsilyl)oxy)-1H-indol-3-yl)-N,N-dimethylethan-1-amine